(Z)-4-(2-(5-cyclopropyl-3-(2,6-dichlorophenyl)isoxazol-4-yl)vinyl)piperidine-1-carboxylic acid tert-butyl ester C(C)(C)(C)OC(=O)N1CCC(CC1)\C=C/C=1C(=NOC1C1CC1)C1=C(C=CC=C1Cl)Cl